ClC1=CC=C(C=C[Si](OC(C)C2=CC=C(C=C2)OC)(CC)CC)C=C1 (4-chlorostyryl)diethyl-(1-(4-methoxyphenyl)ethoxy)silane